ClC1=C(C=C(C=C1N)C)NC1=NC(=CC=C1)C(F)(F)F 2-chloro-5-methyl-N1-(6-(trifluoromethyl)pyridin-2-yl)benzene-1,3-diamine